C(CCCCC)(=O)O.N1=C(C=CC=C1)SSCCC(=O)N 3-(2-pyridyldithio)-propionamide hexanoate